(E)-3-(4-Methoxyphenyl)-N-(2-pyridyl)-N-tetrahydrothiophen-3-yl-prop-2-enamid COC1=CC=C(C=C1)/C=C/C(=O)N(C1CSCC1)C1=NC=CC=C1